FC1=C(C=C(C=C1)NC(C=C)=O)N(C1=NC(=NC=C1C1=CC=C(C=C1)C(F)(F)F)NC=1C=NN(C1)C)C N-(4-fluoro-3-(methyl(2-((1-methyl-1H-pyrazol-4-yl)amino)-5-(4-(trifluoromethyl)phenyl)pyrimidin-4-yl)amino)phenyl)acrylamide